1,3-Bis-[2-(3,5-dimethyl-4-hydroxyphenyl)-2-propyl]-benzol CC=1C=C(C=C(C1O)C)C(C)(C)C1=CC(=CC=C1)C(C)(C)C1=CC(=C(C(=C1)C)O)C